Triisopropoxy(2-isopropenylphenyl)silane C(C)(C)O[Si](C1=C(C=CC=C1)C(=C)C)(OC(C)C)OC(C)C